FC1=CC(=C(C=C1C=1C=NC(=C(C1)C(F)(F)F)OC)NC(=O)C1=CNC(C=C1C(F)(F)F)=O)N1C[C@H](N([C@H](C1)C)C)C |r| N-[4-fluoro-5-[6-methoxy-5-(trifluoromethyl)pyridin-3-yl]-2-[rac-(3R,5S)-3,4,5-trimethylpiperazin-1-yl]phenyl]-6-oxo-4-(trifluoromethyl)-1H-pyridine-3-carboxamide